6-[8-[[4,8-difluoro-2-(4-methylmorpholin-2-yl)-3,5,6,7-tetrahydrocyclopenta[f]benzimidazol-6-yl]methyl]-2-oxo-1-oxa-3,8-diazaspiro[4.5]decan-3-yl]-4H-pyrazino[2,3-b][1,4]oxazin-3-one FC1=C2C(=C(C=3N=C(NC31)C3CN(CCO3)C)F)CC(C2)CN2CCC3(CN(C(O3)=O)C3=NC1=C(OCC(N1)=O)N=C3)CC2